NC(C(C(CC1=CC=CC=C1)NC(=O)C1=CC=NN1CC1=CC=CC=C1)=O)=O N-(4-AMINO-3,4-DIOXO-1-PHENYLBUTAN-2-YL)-1-BENZYL-1H-PYRAZOLE-5-CARBOXAMIDE